CC1=C(C=CC=C1C)C1=C(C=C2C(=N1)C(=NN2)C=2C=NC(=CC2)N2CCN(CC2)CC)OC 5-(2,3-dimethylphenyl)-3-(6-(4-ethylpiperazin-1-yl)pyridin-3-yl)-6-methoxy-1H-pyrazolo[4,3-b]pyridine